2-bromo-2-(3-methoxypropoxy)-4-nitro-benzene BrC1(CC=CC(=C1)[N+](=O)[O-])OCCCOC